benzyl 2-methyl-5-[(1S,5R)-6-methyl-3,6-diazabicyclo[3.1.1]heptan-3-yl]benzoate CC1=C(C(=O)OCC2=CC=CC=C2)C=C(C=C1)N1C[C@H]2N([C@@H](C1)C2)C